1-(oxetan-3-yl)-4-oxo-1,4-dihydroquinoline-3-carbaldehyde O1CC(C1)N1C=C(C(C2=CC=CC=C12)=O)C=O